ClC1=C(C(=CC=C1)Cl)N1C(N(C2=C(C1=O)C=NC1=C2C=C(N1)C=1C=NN(C1)C[C@H]1NCCC1)C)=O (S)-3-(2,6-dichlorophenyl)-1-methyl-8-(1-(pyrrolidin-2-ylmethyl)-1H-pyrazol-4-yl)-1,7-dihydro-2H-pyrrolo[3',2':5,6]pyrido[4,3-d]pyrimidine-2,4(3H)-dione